2-((1R,4R)-4-bromocyclohexyl)-8-fluoropyrido[4,3-d]pyrimidine-2,5-diamine BrC1CCC(CC1)C1(N=CC2=C(N1)C(=CN=C2N)F)N